ClC=1C(=NC(=NC1)NC1=CC(=C(C=C1OC(C)C)N1CCN(CC1)CC1=C(C=CC=C1)N1C(NC(CC1)=O)=O)C)NC1=C(C=CC=C1)S(=O)(=O)C(C)C 1-(2-((4-(4-((5-chloro-4-((2-(isopropylsulfonyl)phenyl)amino)pyrimidin-2-yl)amino)-5-isopropoxy-2-methylphenyl)piperazin-1-yl)methyl)phenyl)dihydropyrimidine-2,4(1H,3H)-dione